N1SCSC1 2,4-dithiazolidine